O[C@@H]1[C@@H](CCCCCC1)N(CCCCCCCC(=O)N(CCCCCCCCCC)CCCCCCCCCC)CCCCCCCC(=O)N(CCCCCCCCCC)CCCCCCCCCC 8,8'-(((1R,2S)-2-hydroxycyclooct-yl)azanediyl)bis-(N,N-didecyloctan-amide)